(2,6-dichloro-7-cyclobutyl-7H-purin-8-yl)[7-fluoro-3-(methoxymethoxy)-8-{[tri(propan-2-yl)silyl]ethynyl}naphthalen-1-yl]methanone ClC1=NC(=C2N(C(=NC2=N1)C(=O)C1=CC(=CC2=CC=C(C(=C12)C#C[Si](C(C)C)(C(C)C)C(C)C)F)OCOC)C1CCC1)Cl